CC(C=O)CCCC(CCC=C(C)C)C 2,6,10-Trimethylundec-9-enal